(Z)-1-(5-fluoro-2-methylphenyl)-N'-((1-methyl-5-(trifluoromethyl)-1H-pyrazole-3-carbonyl)oxy)cyclopropane-1-carboximidamide FC=1C=CC(=C(C1)C1(CC1)/C(/N)=N/OC(=O)C1=NN(C(=C1)C(F)(F)F)C)C